ClC=1C(=CC(=NC1)OC)B1OC(C(O1)(C)C)(C)C 5-chloro-2-methoxy-4-(4,4,5,5-tetramethyl-1,3,2-dioxaborolan-2-yl)pyridine